N-(3-chloro-4-((3-fluorobenzyl)oxy)phenyl)-7-fluoro-6-nitroquinazolin-4-amine ClC=1C=C(C=CC1OCC1=CC(=CC=C1)F)NC1=NC=NC2=CC(=C(C=C12)[N+](=O)[O-])F